chloropyrrolo[4,3,2-de]quinoline ClC1=NC=2C3=C1C=CN=C3C=CC2